C(C)(=O)OCCCCCCC\C=C/CCC (8Z)-8-Dodecen-1-ol 1-acetate